1-Methyl-Indole-3-Carboxylic Acid CN1C=C(C2=CC=CC=C12)C(=O)O